[15N](=O)[O-].[Na+] sodium [15N]nitrite